S-((E)-4-((5R,8S,11S)-8-isopropyl-5-methyl-6,9,13-trioxo-10-oxa-3,17-dithia-7,14,19,20-tetraazatricyclo[14.2.1.12,5]icosa-1(18),2(20),16(19)-trien-11-yl)but-3-en-1-yl) octanethioate C(CCCCCCC)(SCC\C=C\[C@H]1OC([C@@H](NC([C@@]2(CSC(C3=CSC(CNC(C1)=O)=N3)=N2)C)=O)C(C)C)=O)=O